2-((2-bromo-4-chloro-5-fluorobenzo[d]thiazol-6-yl)oxy)propionic acid methyl ester COC(C(C)OC1=CC2=C(N=C(S2)Br)C(=C1F)Cl)=O